8-(2,2-Dimethyl-propyl)-6-fluoro-2-((S)-1-phenylethylamino)-8H-pyrido[2,3-d]pyrimidin-7-on CC(CN1C(C(=CC2=C1N=C(N=C2)N[C@@H](C)C2=CC=CC=C2)F)=O)(C)C